4-(2-(3-(3-chloro-2-fluoro-6-(2H-tetrazol-2-yl)phenyl)acrylamido)-N-methyl-2-phenylacetamido)benzoic acid methyl ester COC(C1=CC=C(C=C1)N(C(C(C1=CC=CC=C1)NC(C=CC1=C(C(=CC=C1N1N=CN=N1)Cl)F)=O)=O)C)=O